COCC(=O)N1CCN(CC1)C1=CC(=NC=C1)NC=1SC2=C(N1)C=CC(=C2)C2=CC=NC=C2 2-methoxy-1-(4-(2-((6-(pyridin-4-yl)benzo[d]-thiazol-2-yl)amino)-pyridin-4-yl)piperazin-1-yl)ethanone